N1(CCCCC1)N(N)C(C)=O piperidin-1-yl-acetylhydrazine